FC(COC1=C(C=C(C(=N1)OC)NS(=O)(=O)C1=CN=C2N1CCC(C2C)C)F)F N-[6-(2,2-difluoroethoxy)-5-fluoro-2-methoxy-3-pyridinyl]-7,8-dimethyl-5,6,7,8-tetrahydroimidazo[1,2-a]pyridine-3-sulfonamide